CS(=O)(=O)C=1C=C(C=CC1)CN1CC2(C1)CNC2 2-[(3-methylsulfonylphenyl)methyl]-2,6-diazaspiro[3.3]heptane